N-(2,4-difluoro-3-(5-(2-fluorophenyl)-1H-pyrazolo[3,4-b]pyridine-3-carbonyl)-phenyl)propane-1-sulfonamide FC1=C(C=CC(=C1C(=O)C1=NNC2=NC=C(C=C21)C2=C(C=CC=C2)F)F)NS(=O)(=O)CCC